FC1(CCC(CC1)COC(=O)N[C@H](CC(C)C)C(=O)OC)F Methyl (((4,4-difluorocyclohexyl)methoxy)carbonyl)-D-leucinate